N,N,N',N'-Tetraphenyl-naphthalene-2,6-diamine C1(=CC=CC=C1)N(C1=CC2=CC=C(C=C2C=C1)N(C1=CC=CC=C1)C1=CC=CC=C1)C1=CC=CC=C1